NC1=C(C=C(C=N1)NC(C(=O)N1[C@H](CC[C@@H](C1)C)C=1C=CC2=C(N=C(S2)C2CCN(CC2)C)C1)=O)C N-(6-amino-5-methyl-3-pyridyl)-2-[(2R,5S)-5-methyl-2-[2-(1-methyl-4-piperidyl)-1,3-benzothiazol-5-yl]-1-piperidyl]-2-oxo-acetamide